N-[2-(5-Fluoro-2-methyl-1H-indol-3-yl)ethyl]acetamide FC=1C=C2C(=C(NC2=CC1)C)CCNC(C)=O